FC1=C(C=CC=C1C)C1=NC=C2N1C=CN=C2N2CCC1(C(C=3N(N=CC3)C1)N)CC2 1-(3-(2-fluoro-3-methylphenyl)imidazo[1,5-a]pyrazin-8-yl)-4'H,6'H-spiro[piperidine-4,5'-pyrrolo[1,2-b]pyrazol]-4'-amine